O(C1=CC=CC=C1)C1=CC=C(C=C1)NC=1C2=CNC=3N=CN=C(N(N1)C1CCN(CC1)C(C#CC)=O)C32 1-(4-(3-((4-Phenoxyphenyl)amino)-1,4,5,6,8-pentazaacenaphthylen-5(1H)-yl)piperidin-1-yl)but-2-yn-1-one